N-Benzyl-5-(4-chloro-1H-pyrrolo[2,3-b]pyridin-2-yl)pyridin-2-ylamine C(C1=CC=CC=C1)NC1=NC=C(C=C1)C1=CC=2C(=NC=CC2Cl)N1